C(C)(C)(C)OC(CC[C@@H](C(=O)N)N1C(C2=CC=C(C=C2C1)OCC#C)=O)=O (S)-5-amino-5-oxo-4-(1-oxo-5-(prop-2-yn-1-yloxy)isoindolin-2-yl)pentanoic acid tert-butyl ester